ethyl methanesulfonate (1-Methyl-4-Methyl-benzenesulfonate) CC1(CC=C(C=C1)C)S(=O)(=O)O.CS(=O)(=O)OCC